6-[[3-(triethoxysilyl)propyl]amino]-1,3,5-triazine-2,4-dithiol monosodium [Na].C(C)O[Si](CCCNC1=NC(=NC(=N1)S)S)(OCC)OCC